3-(4-fluorophenoxy)-N-(3-methyl-4-((4-(trifluoromethyl)thiazol-2-yl)oxy)phenyl)cyclobutane-1-carboxamide FC1=CC=C(OC2CC(C2)C(=O)NC2=CC(=C(C=C2)OC=2SC=C(N2)C(F)(F)F)C)C=C1